Furan-2,4-Dione O1C(CC(C1)=O)=O